8-chloro-N-(2,2-difluorobenzo[d][1,3]dioxol-5-yl)-7-(tetrahydro-2H-pyran-4-yl)quinolin-2-amine ClC=1C(=CC=C2C=CC(=NC12)NC1=CC2=C(OC(O2)(F)F)C=C1)C1CCOCC1